[N+](=O)([O-])C1=CC=C(C=2C1=NON2)NCCCCCC(=O)NS(=O)(=O)C2=CC=C(C(=O)NCCCCCCC(=O)OC(C)(C)C)C=C2 tert-butyl 7-(4-(N-(6-((7-nitrobenzo[c][1,2,5]oxadiazol-4-yl)amino)hexanoyl)sulfamoyl)benzamido)heptanoate